C1(CC1)CN1CCC(CC1)/C=C(/C(=O)N1C(C=CCC1)=O)\C (E)-1-(3-(1-(cyclopropylmethyl)piperidin-4-yl)-2-methylacryloyl)-5,6-dihydropyridin-2(1H)-one